hydroxy-(4-hydroxyphenyl)-methanesulfinic acid OC(S(=O)O)C1=CC=C(C=C1)O